BrC=1N=C(SC1)C[C@@H](C(=O)O)NC(=O)OC(C)(C)C (2S)-3-(4-bromothiazol-2-yl)-2-(tert-butoxycarbonylamino)propionic acid